F[C@H]1C(NC(CC1)(C)C)(C)C (3R,4R)-3-fluoro-2,2,6,6-tetramethylpiperidin